7-(5-((S)-4-phenyl-3,4-dihydro-1H-benzo[4,5]imidazo[2,1-c][1,4]oxazin-7-yl)pyrimidin-2-yl)tetrahydro-1H-oxazolo[3,4-a]pyrazin-3(5H)-one C1(=CC=CC=C1)[C@@H]1N2C(COC1)=NC1=C2C=C(C=C1)C=1C=NC(=NC1)N1CC2N(CC1)C(OC2)=O